methyl 2-[4-[amino(4,5-dichloro-2-hydroxyphenyl)methyl]piperidin-1-yl]acetate NC(C1CCN(CC1)CC(=O)OC)C1=C(C=C(C(=C1)Cl)Cl)O